methyl 7-methoxy-1-methyl-2-(8-oxo-6,9,16,22-tetrazatetracyclo[14.5.2.02,7.019,23]tricosa-1(22),2(7),3,5,17,19(23),20-heptaen-17-yl)benzimidazole-5-carboxylate COC1=CC(=CC2=C1N(C(=N2)C=2N1CCCCCCNC(C=3N=CC=CC3C=3C=CC(C2)=C1N3)=O)C)C(=O)OC